3-fluoro-5,8,8-trimethyl-6-oxo-5-(3-vinylphenyl)-5,6,7,8,9,10-hexahydrobenzo[b][1,8]naphthyridine-4-carbonitrile FC1=C(C=2C(C3=C(NC2N=C1)CC(CC3=O)(C)C)(C3=CC(=CC=C3)C=C)C)C#N